4-(2-oxo-1-(3-(pyridin-4-yl)bicyclo[1.1.1]pentan-1-yl)piperidin-4-yl)benzonitrile O=C1N(CCC(C1)C1=CC=C(C#N)C=C1)C12CC(C1)(C2)C2=CC=NC=C2